5-[(3-chlorophenyl)sulfanyl]pyrimidine-4-carboxylic acid ClC=1C=C(C=CC1)SC=1C(=NC=NC1)C(=O)O